C(C)(=O)NC=1C=C(C(=O)NCCOC2=C(C=C(C=C2)C(F)(F)F)Cl)C=CN1 2-acetamido-N-(2-(2-chloro-4-(trifluoromethyl)phenoxy)ethyl)isonicotinamide